BrC1=C2C=NN(C2=C(C(=C1)F)C(=O)OC)C1OCCCC1 methyl 4-bromo-6-fluoro-1-tetrahydropyran-2-yl-indazole-7-carboxylate